C(C1=CC=CC=C1)[C@](CC(=C)Cl)(C)NC(=O)C=1C=NC2=C(C=CC=C2C1)F N-((1S)-1-benzyl-3-chloro-1-methyl-but-3-enyl)-8-fluoro-quinoline-3-carboxamide